DIHYDROTHIAZOLO[2,3-A]ISOINDOL S1CCN2C1=C1C=CC=CC1=C2